4-[[5-(2-oxo-1H-imidazo[4,5-b]pyridin-3-yl)-2-pyridinyl]oxy]-2-(trifluoromethoxy)benzonitrile O=C1NC=2C(=NC=CC2)N1C=1C=CC(=NC1)OC1=CC(=C(C#N)C=C1)OC(F)(F)F